N-((trans)-4,4-dimethyl-5-oxo-2-phenylpyrrolidin-3-yl)cyclopropanecarboxamide CC1([C@H]([C@@H](NC1=O)C1=CC=CC=C1)NC(=O)C1CC1)C